BrC=1C(=CC(=NC1)O)C(F)F 5-bromo-4-(difluoromethyl)-2-hydroxypyridine